3,3-difluoro-N-{4-fluoro-3-[5-(propan-2-yl)-2H-pyrazolo[3,4-b]pyridin-2-yl]phenyl}azetidine FC1(CN(C1)C1=CC(=C(C=C1)F)N1N=C2N=CC(=CC2=C1)C(C)C)F